benzyl 7-(4-(3-methoxy-3-oxopropyl)piperazin-1-yl)-4,4-dimethyl-3,4-dihydroisoquinoline-2(1H)-carboxylate COC(CCN1CCN(CC1)C1=CC=C2C(CN(CC2=C1)C(=O)OCC1=CC=CC=C1)(C)C)=O